(2S,5R)-7-oxo-2-(difluoromethyl)-1,6-diazabicyclo[3.2.1]octan-6-yl hydrogen sulfate S(=O)(=O)(ON1[C@@H]2CC[C@H](N(C1=O)C2)C(F)F)O